4-chloro-6-(2-furyl)-2-methyl-pyrimidine-5-carboxylic acid ethyl ester C(C)OC(=O)C=1C(=NC(=NC1C=1OC=CC1)C)Cl